N1(CCCCC1)C1CCN(CC1)C(=O)OCN1C(C=CC2=CC=C(C=C12)OCCCCN1CCN(CC1)C1=CC=CC=2SC=CC21)=O (7-(4-(4-(benzo[b]thiophen-4-yl)piperazin-1-yl)butoxy)-2-oxoquinolin-1(2H)-yl)methyl 1,4'-bipiperidine-1'-carboxylate